2,2'-((butane-1,4-diylbis(((9Z,12Z)-octadeca-9,12-dien-1-yl)azanediyl))bis(propane-3,1-diyl))bis(isoindoline-1,3-dione) C(CCCN(CCCCCCCC\C=C/C\C=C/CCCCC)CCCN1C(C2=CC=CC=C2C1=O)=O)N(CCCCCCCC\C=C/C\C=C/CCCCC)CCCN1C(C2=CC=CC=C2C1=O)=O